N1(C=NC=C1)C1=CC=C(NC)C=C1 4-(1H-imidazol-1-yl)-N-methylaniline